ethyl 2-methyl-5-(piperidin-1-ylmethyl)benzofuran-3-carboxylate CC=1OC2=C(C1C(=O)OCC)C=C(C=C2)CN2CCCCC2